C1(CC1)C1=C(C(=NC=N1)OC)C1=NN(C2=C1CN(CC2)C2=NC=C(C=N2)C2=NC(=CN2C)C(F)(F)F)C 3-(6-cyclopropyl-4-methoxypyrimidin-5-yl)-1-methyl-5-{5-[3-methyl-5-(trifluoromethyl)imidazol-2-yl]pyrimidin-2-yl}-4,5,6,7-tetrahydropyrazolo[4,3-c]pyridine